FC1(CCC(CC1)C=1C(=NC(=NC1N1CCOCC1)C=1OC=CC1)N)F (4,4-difluorocyclohexyl)-2-(furan-2-yl)-6-morpholinopyrimidin-4-amine